((1r,4r)-4-(((2-Chloro-5-((1-(cyclopropylsulfonyl)piperidin-4-yl)ethynyl)pyridin-4-yl)amino)methyl)cyclohexyl)methanol ClC1=NC=C(C(=C1)NCC1CCC(CC1)CO)C#CC1CCN(CC1)S(=O)(=O)C1CC1